C(C=1C(C(=O)OC2CCCCC2)=CC=CC1)(=O)OCCCC butyl Cyclohexyl Phthalate